Methyl (E)-2-formyl-4-(4-(4-formyl-3-(methoxycarbonyl)phenyl)but-1-en-1-yl)benzoate C(=O)C1=C(C(=O)OC)C=CC(=C1)\C=C\CCC1=CC(=C(C=C1)C=O)C(=O)OC